2,5-dimethylhexane-3,4-diyl bis(diethylcarbamate) C(C)N(C(OC(C(C)C)C(C(C)C)OC(N(CC)CC)=O)=O)CC